FC1=CC=C(C=C1)[C@H]1C(C1)N(CCC[C@H](C(N1CC(C1)N(C)C)=O)NC(OC(C)(C)C)=O)CC=C tert-Butyl N-[(2R)-5-[[(2S)-2-(4-fluorophenyl)cyclopropyl](prop-2-en-1-yl)amino]-1-oxo-1-(3-(dimethylamino)-azetidin-1-yl)-pentan-2-yl]carbamate